OC[C@]12CCCC=C1CC[C@H]1[C@@H]3CCC[C@@]3(C)CC[C@H]21 19-hydroxyandrost-4-ene